OC1=C(C=C(C=C1C(C)(C)C1=CC=CC=C1)C(C)(C)CC(C)(C)C)N1N=C2C(=N1)C=CC=C2 2-(2'-hydroxy-3'-cumyl-5'-tert-octylphenyl)benzotriazol